N-(7-((1-hydroxycyclobutyl)ethynyl)-5-methyl-4-oxo-2,3,4,5-tetrahydrobenzo[b][1,4]oxazepin-3-yl)pyridineamide OC1(CCC1)C#CC1=CC2=C(OCC(C(N2C)=O)NC(=O)C2=NC=CC=C2)C=C1